N-[(5-chloro-1H-benzotriazol-1-yl)-dimethylamino-morpholinyl]-uronium hexafluorophosphate F[P-](F)(F)(F)(F)F.ClC1=CC2=C(N(N=N2)C2(N(CCOC2)[NH+]=C(O)N)N(C)C)C=C1